ClC1=CC=CC=2N(C(NC21)=O)[C@H]2CC[C@H](CC2)C(=O)NC2=CC(=C(C=C2)C)OC (cis)-4-(4-chloro-2-oxo-2,3-dihydro-1H-1,3-benzodiazol-1-yl)-N-(3-methoxy-4-methylphenyl)cyclohexane-1-carboxamide